tert-butyl N-{2-[(4-{4-[4-(difluoromethoxy) pyridin-3-ylamino]-2,6-difluorophenoxy}-6-methoxyquinolin-7-yl) oxy] ethyl}-N-methylcarbamate FC(OC1=C(C=NC=C1)NC1=CC(=C(OC2=CC=NC3=CC(=C(C=C23)OC)OCCN(C(OC(C)(C)C)=O)C)C(=C1)F)F)F